C[N+]1(CCNCC1)C 1,1-dimethylpiperazin-1-ium